cyanatosilan O(C#N)[SiH3]